C(C)(C)(C)OC(=O)N1CCC2(C(C3=NN=CN3C2)=NS(=O)C(C)(C)C)CC1 7'-((tert-butylsulfinyl)imino)-5'H,7'H-spiro[piperidine-4,6'-pyrrolo[2,1-c][1,2,4]triazole]-1-carboxylic acid tert-butyl ester